5-ethyl-1,3-hexanediol C(C)C(CC(CCO)O)C